ClC1=NC(=C2N=CN(C2=N1)C)N[C@@H]1CN(CC1)C(=O)OC(C)(C)C tert-butyl (S)-3-((2-chloro-9-methyl-9H-purin-6-yl)amino)pyrrolidine-1-carboxylate